3-bromo-2-methylpropanoic acid Methyl ester (Methyl (R)-3-bromo-2-methylpropionate) CC(C(=O)O)(CBr)C.COC(C(CBr)C)=O